2-benzoyl-9-ethyl-1,5-dihydro-4H-benzo[b]azepine-4-One C(C1=CC=CC=C1)(=O)C1=CC(CC2=C(N1)C(=CC=C2)CC)=O